Diethylglycine hydrochloride Cl.C(C)N(CC(=O)O)CC